5-cyano-2-methyl-6-(4-(2-phenylacetyl)piperazin-1-yl)nicotinic acid ethyl ester C(C)OC(C1=C(N=C(C(=C1)C#N)N1CCN(CC1)C(CC1=CC=CC=C1)=O)C)=O